COCCC=1C(NC(NC1)=O)=O 5-(2-methoxyethyl)pyrimidine-2,4(1H,3H)-dione